F[C@]1(COCC2=CC=C(C=C12)C(=O)O)C (4R)-4-fluoro-4-methyl-isochroman-6-carboxylic acid